OC(CCCCCCCC(=O)O)C(CCCCCCO)O (+/-)-9,10,16-trihydroxypalmitic acid